1-(1-(m-tolyl)vinyl)pyrrolidine C1(=CC(=CC=C1)C(=C)N1CCCC1)C